(R)-β-amino-4-(4-trifluoromethylphenyl)-butyric acid N[C@@H](CC(=O)O)CC1=CC=C(C=C1)C(F)(F)F